C(C=C)OB([O-])[O-] allylborate